CC1=C(C2=C(N1)\C(\CC2)=C\2/C(NC1=CC=C(C=C21)N2[C@H](COCC2)CC)=O)C(=O)OCC Ethyl (S,Z)-2-methyl-6-(5-(3-ethylmorpholino)-2-oxoindolin-3-ylidene)-1,4,5,6-tetrahydrocyclopenta[b]pyrrole-3-carboxylate